(R)-4-(4-((S)-2-(4-chlorophenyl)-3-(isopropylamino)propionyl)-4,7-diazaspiro[2.5]oct-7-yl)-5-methyl-5,8-dihydropyrido[2,3-d]pyrimidin-7(6H)-one ClC1=CC=C(C=C1)[C@H](C(=O)N1C2(CC2)CN(CC1)C=1C2=C(N=CN1)NC(C[C@H]2C)=O)CNC(C)C